1-(3-fluoro-1-(4-methoxy-3-methylphenyl)-3-methylbutyl)-1H-pyrazole FC(CC(C1=CC(=C(C=C1)OC)C)N1N=CC=C1)(C)C